2-(5-(2-(3-fluoroazetidin-1-yl)ethyl)-1-methyl-2-oxo-1,2-dihydropyridin-3-yl)-4-methylpentanoic acid methyl ester COC(C(CC(C)C)C=1C(N(C=C(C1)CCN1CC(C1)F)C)=O)=O